NCC1=CC=C(CN2C(=NC=3C2=C2C(=NC3N)C=C(S2)Br)CCCC)C=C1 1-(4-(aminomethyl)benzyl)-7-bromo-2-butyl-1H-imidazo[4,5-d]thieno[3,2-b]pyridin-4-amine